FC1=CC(=C(C=C1)C1=CC(OC2=CC(=CC=C12)O[C@@H](C(=O)N1CCCCC1)C)=O)C (3S)-1-[(2R)-2-[4-(4-Fluoro-2-methyl-phenyl)-2-oxo-chromen-7-yl]oxypropanoyl]piperidin